(R)-1-(6-(2-methyl-2H-pyrazolo[3,4-b]pyridin-5-yl)-4-(1-methyl-1H-pyrazol-5-yl)thieno[2,3-b]pyridin-2-yl)ethanol CN1N=C2N=CC(=CC2=C1)C1=CC(=C2C(=N1)SC(=C2)[C@@H](C)O)C2=CC=NN2C